C(C)(C)C1=C(NC2=CC=C(C=C12)C1CCN(CC1)C1COC1)C=1C=NC=2N(C1)N=CC2 6-(3-isopropyl-5-(1-(oxetan-3-yl)piperidin-4-yl)-1H-indol-2-yl)pyrazolo[1,5-a]pyrimidine